N1C=C(C2=CC=CC=C12)C[C@H](C)NC12CC(C1)(C2)CO (S)-(3-((1-(1H-indol-3-yl)propan-2-yl)amino)bicyclo[1.1.1]Pentane-1-yl)methanol